CC=1C=C2/C(/C(NC2=CC1)=O)=C/1\C(N(/C(/S1)=N/C1=CC=CC=C1)C1=CC=CC=C1)=O (Z)-5-((Z)-5-methyl-2-oxoindolin-3-ylidene)-3-phenyl-2-(phenylimino)thiazolidin-4-one